FC1=C(OC2=C(C=C(C=C2)C(C)(C)O)C=2C3=C(C(N(C2)C)=O)SC(=C3)C(=O)NCC)C=CC(=C1)F 4-(2-(2,4-difluorophenoxy)-5-(2-hydroxyprop-2-yl)phenyl)-N-ethyl-6-methyl-7-oxo-6,7-dihydrothieno[2,3-c]Pyridine-2-carboxamide